5-amino-N-(4-(4-methylpiperazine-1-carbonyl)phenyl)-1H-indazole-3-carboxamide NC=1C=C2C(=NNC2=CC1)C(=O)NC1=CC=C(C=C1)C(=O)N1CCN(CC1)C